FC(C1=NC(C2=C(N1)N(N=N2)CC2=NON=C2C)=O)(C2=CC=CC=C2)F 5-(difluoro(phenyl)methyl)-3-((4-methyl-1,2,5-Oxadiazol-3-yl)methyl)-3H-[1,2,3]Triazolo[4,5-d]Pyrimidin-7(4H)-one